N-(4-fluoro-3-{6-oxo-4-[6-(trifluoromethyl)pyridin-3-yl]-1,6-dihydropyrimidin-2-yl}benzyl)-1-(trifluoromethyl)cyclopropane-1-carboxamide FC1=C(C=C(CNC(=O)C2(CC2)C(F)(F)F)C=C1)C=1NC(C=C(N1)C=1C=NC(=CC1)C(F)(F)F)=O